6-chloro-2-(1-(2,5-difluorophenyl)but-3-yn-1-yl)-4-fluoroisoindolin-1-one ClC1=CC(=C2CN(C(C2=C1)=O)C(CC#C)C1=C(C=CC(=C1)F)F)F